C(CCC)(=O)O[C@H]1[C@@H](O[C@@H]([C@H]([C@@H]1OC(CCC)=O)OC(CCC)=O)COC(CCC)=O)N1N=NC(=C1)C1=NC=CC=C1 1-(2',3',4',6'-Tetra-O-butanoyl-β-D-glucopyranosyl)-4-(pyridin-2-yl)-1,2,3-triazole